N-(4-chloro-1-(4-(trifluoromethyl)benzyl)-1H-indazol-3-yl)-2-methylfuran-3-carboxamide ClC1=C2C(=NN(C2=CC=C1)CC1=CC=C(C=C1)C(F)(F)F)NC(=O)C1=C(OC=C1)C